tert-Butyl 9-[tert-butoxy carbonyl(cyanomethyl)amino]-6,7-dichloro-3,4-dihydro-1H-pyrazino[1,2-a]indole-2-carboxylate C(C)(C)(C)OC(=O)N(C=1C=2C=C3N(C2C(=C(C1)Cl)Cl)CCN(C3)C(=O)OC(C)(C)C)CC#N